C(CC(=O)C)(=O)OCC(C)C.C(CC(=O)C)(=O)OCC(C)C diisobutyl di(acetoacetate)